1,3-PropylenediamineTetra-Acetic Acid C(CCN(CC(=O)O)CC(=O)O)N(CC(=O)O)CC(=O)O